6-[3-(Difluoromethyl)-4-fluoro-phenyl]-1-[(6-methylpyrimidin-4-yl)methyl]pyrazolo[4,3-b]pyridine FC(C=1C=C(C=CC1F)C=1C=C2C(=NC1)C=NN2CC2=NC=NC(=C2)C)F